4-(bromomethyl)-3-(2-chlorophenyl)-5-cyclopropyl-isoxazole BrCC=1C(=NOC1C1CC1)C1=C(C=CC=C1)Cl